2-[[4-[3-fluoro-5-isopropoxy-2-(2H-tetrazol-5-yl)phenyl]piperazin-1-yl]-methyl]-3H-quinazolin-4-one FC=1C(=C(C=C(C1)OC(C)C)N1CCN(CC1)CC1=NC2=CC=CC=C2C(N1)=O)C=1N=NNN1